(E)-2,4-difluoro-N-(2-methoxy-5-(4-(4-(4-oxopent-2-enoyl)piperazin-1-yl)-2H-pyrazolo[3,4-d]pyrimidin-2-yl)pyridin-3-yl)benzenesulfonamide FC1=C(C=CC(=C1)F)S(=O)(=O)NC=1C(=NC=C(C1)N1N=C2N=CN=C(C2=C1)N1CCN(CC1)C(\C=C\C(C)=O)=O)OC